platinum-tungsten trioxide [W](=O)(=O)=O.[Pt]